ClC=1N=CC(=NC1)C#N 5-chloropyrazine-2-carbonitrile